FC=1C=CC=2N3N=CC4=C(N=C(CN5N=NC(CCOC2C1)=C5)N=C34)O 5-fluoro-8-oxa-1,12,13,14,17,21,23-heptazapentacyclo[14.5.2.111,14.02,7.019,22]tetracosa-2(7),3,5,11(24),12,16,18,20,22-nonaen-18-ol